PRENYL ISOBUTYRATE C(C(C)C)(=O)OCC=C(C)C